FC1=CC(=C(C=2C3=C(C(NC12)(C)C)C(=NN3C)C)C)C3=C1C=CN(C1=CC(=C3)F)S(=O)(=O)C 6-Fluoro-8-(6-fluoro-1-methylsulfonylindol-4-yl)-1,3,4,4,9-pentamethyl-5H-pyrazolo[4,3-c]chinolin